O=C1N(C(CC1)=O)N(CC(=O)O)C(=O)OCC1C2=CC=CC=C2C2=CC=CC=C12 2,5-dioxopyrrolidin-1-yl-Fmoc-glycine